trans-6-chloro-N-(4-(2-(4-chloro-3-fluorophenoxy)acetamido)cyclohexyl)-1H-benzo[d]imidazole-2-carboxamide ClC=1C=CC2=C(NC(=N2)C(=O)N[C@@H]2CC[C@H](CC2)NC(COC2=CC(=C(C=C2)Cl)F)=O)C1